cyclopropyl-(5-fluoro-2-methyl-4-(((6-(piperidin-4-yl)pyridin-2-yl)oxy)methyl)phenyl)methanone C1(CC1)C(=O)C1=C(C=C(C(=C1)F)COC1=NC(=CC=C1)C1CCNCC1)C